C1(=CC(=CC=C1)C(C(=O)O)C)C 2-(m-tolyl)propionic acid